CC1=C(C=CC=C1NC=1N=CC=C2C=C(C=NC12)CN1C[C@@H](CC1)C(=O)O)C1=C(C(=CC=C1)C=1SC=2CNCCC2N1)C (R)-1-((8-((2,2'-dimethyl-3'-(4,5,6,7-tetrahydrothiazolo[5,4-c]pyridin-2-yl)-[1,1'-biphenyl]-3-yl)amino)-1,7-naphthyridin-3-yl)methyl)pyrrolidine-3-carboxylic acid